methyl-3-hydroxy-4-styrylbenzoate COC(C1=CC(=C(C=C1)C=CC1=CC=CC=C1)O)=O